5-amino-2-ethoxy-N-(3-(thiazol-2-yl)benzyl)benzamide NC=1C=CC(=C(C(=O)NCC2=CC(=CC=C2)C=2SC=CN2)C1)OCC